C(#C)C1=CC=C(C=C1)[C@H](C)NC(=O)[C@H]1N(C[C@@H](C1)O)C([C@H](C(C)C)C1=CC(=NO1)N1CCC(CC1)C=O)=O (2S,4R)-N-((S)-1-(4-ethynylphenyl)ethyl)-1-((R)-2-(3-(4-formylpiperidin-1-yl)isoxazol-5-yl)-3-methylbutyryl)-4-hydroxypyrrolidine-2-carboxamide